4-(4-aminophenoxy)-3-fluorophenylaniline NC1=CC=C(OC2=C(C=C(C=C2)NC2=CC=CC=C2)F)C=C1